ClC1=NC2=CC(=CC=C2C(=N1)N1CCCCC1)CN1CCCC1 2-chloro-4-(piperidin-1-yl)-7-(pyrrolidin-1-ylmethyl)quinazoline